NC1=C2C(=NC=N1)N(N=C2C2=CC(=CC=C2)O)CC2=NC1=CC=CC(=C1C(N2CC2=C(C=CC=C2)Cl)=O)C#CCCCC(=O)N(CCOC)CCOC 6-[2-[[4-amino-3-(3-hydroxyphenyl)pyrazolo[3,4-d]pyrimidin-1-yl]methyl]-3-[(2-chlorophenyl)methyl]-4-oxoquinazolin-5-yl]-N,N-bis(2-methoxyethyl)hex-5-ynamide